2-(acridin-9(10H)-ylidene)-2-cyano-N-(2-(N-vinylacetamido)ethyl)acetamide C1=CC=CC=2NC3=CC=CC=C3C(C12)=C(C(=O)NCCN(C(C)=O)C=C)C#N